C(C)(C)(C)[S@](=O)N[C@@H](C)C1=CC(=C(C(=O)NC)C=C1)F 4-((S)-1-(((S)-tert-butylsulfinyl)amino)ethyl)-2-fluoro-N-methylbenzamide